N1CC(C1)C1=NC(=NO1)C1=C(C=C(C=C1)Cl)Cl 5-(azetidin-3-yl)-3-(2,4-dichlorophenyl)-1,2,4-oxadiazole